1-(5,8-dichloro-2-(((5-methylisoxazol-3-yl)methyl)sulfinyl)-4-(trifluoromethyl)quinolin-3-yl)-2-methylpropan-1-one ClC1=C2C(=C(C(=NC2=C(C=C1)Cl)S(=O)CC1=NOC(=C1)C)C(C(C)C)=O)C(F)(F)F